FC1=C(C=CC(=C1O)F)C1=NN=C(S1)CN1C2(CC2)C(N(C1=O)CCC)=O 4-((5-(2,4-difluoro-3-hydroxyphenyl)-1,3,4-thiadiazol-2-yl)methyl)-6-propyl-4,6-diazaspiro[2.4]heptane-5,7-dione